6-thiocarbamoyl-2-azaspiro[3.3]heptane-2-carboxylic Acid Benzyl Ester C(C1=CC=CC=C1)OC(=O)N1CC2(C1)CC(C2)C(N)=S